FC(S(=O)(=O)OC1=NC(=C(C2=C1C=CS2)C2=C(C=C(C=C2OCCOC)F)F)C2=NN1C([C@@H](NC[C@@H]1C)C)=C2)(F)F [7-[2,4-difluoro-6-(2-methoxyethoxy) phenyl]-6-[(4S,7S)-4,7-dimethyl-4,5,6,7-tetrahydropyrazolo[1,5-a]pyrazin-2-yl] thieno[3,2-c]pyridin-4-yl] trifluoromethanesulfonate